5-(trifluoromethyl)pyrazolo[1,5-a]pyrimidine-2-carboxamide FC(C1=NC=2N(C=C1)N=C(C2)C(=O)N)(F)F